7'-((2-(methylamino)-1H-imidazol-1-yl)methyl)-2',3'-dihydro-1'H-spiro[cyclopropan-1,4'-isoquinoline]-1'-one CNC=1N(C=CN1)CC1=CC=C2C3(CNC(C2=C1)=O)CC3